acetoylamine C(C)(=O)N